Tert-butyl (1R)-1-((tert-butylsulfinyl)amino)-8-azaspiro[4.5]decane-8-carboxylate C(C)(C)(C)S(=O)N[C@@H]1CCCC12CCN(CC2)C(=O)OC(C)(C)C